BrC1=NC=CC(=C1I)C(C)(C)C 2-bromo-4-(tert-butyl)-3-iodopyridine